tert-butyl 3-(7-chloro-8-fluoro-1-methyl-2-oxo-pyrido[4,3-d]pyrimidin-4-yl)-3,8-diazabicyclo[3.2.1]octane-8-carboxylate ClC1=C(C=2N(C(N=C(C2C=N1)N1CC2CCC(C1)N2C(=O)OC(C)(C)C)=O)C)F